N-((4-((5-chloropyrimidin-2-yl)oxy)-3-fluorophenyl)carbamoyl)-4-(cyclopropylmethoxy)cyclohexane-1-carboxamide ClC=1C=NC(=NC1)OC1=C(C=C(C=C1)NC(=O)NC(=O)C1CCC(CC1)OCC1CC1)F